C=12C(=CC=C3C4=CC=CC=C4CC13)[GeH2]2 germanofluorene